The molecule is a branched-chain saturated fatty acid anion that is nonanoate with methyl branches at C-4 and C-8. Major species at pH 7.3. It is a branched-chain saturated fatty acid anion and a medium-chain fatty acid anion. It is a conjugate base of a 4,8-dimethylnonanoic acid. CC(C)CCCC(C)CCC(=O)[O-]